2-phenylpropionic acid C1(=CC=CC=C1)C(C(=O)O)C